3-(p-azidostyryl)-5,5-dimethyl-2-cyclohexen-1-one N(=[N+]=[N-])C1=CC=C(C=CC2=CC(CC(C2)(C)C)=O)C=C1